[C@H]12CN(C[C@H](CC1)N2)C2=C1C(N(C(C1=CC(=C2)F)=O)C2C(NC(CC2)=O)=O)=O 4-((1R,5S)-3,8-diazabicyclo[3.2.1]octane-3-yl)-2-(2,6-dioxopiperidin-3-yl)-6-Fluoroisoindoline-1,3-dione